mercaptosuccinic acid platinum [Pt].SC(C(=O)O)CC(=O)O